C(C1=CC=CC=C1)OC=1C(=C(C2=CC(=CC=C2C1)B1OC(C(O1)(C)C)(C)C)F)N1CC(NS1(=O)=O)=O 5-(3-(Benzyloxy)-1-fluoro-7-(4,4,5,5-tetramethyl-1,3,2-dioxaborolan-2-yl)naphthalen-2-yl)-1,2,5-thiadiazolidin-3-one 1,1-dioxide